OC1(CCCC1)CNC1=C(N=NC=C1)C1=C(C=C(C=C1O)C)C(F)(F)F 6-(((1-Hydroxycyclopentyl)methylamino)pyridazin-3-yl)-3-methyl-5-(trifluoromethyl)phenol